((2R,6S)-6-methylmorpholin-2-yl)methanol C[C@@H]1O[C@H](CNC1)CO